(2R,3S)-2-amino-3-hydroxy-N-((R)-1-(3-methoxyphenyl)ethyl)butanamide N[C@@H](C(=O)N[C@H](C)C1=CC(=CC=C1)OC)[C@H](C)O